1-Methyl-N-[5-(2,3,4-trifluorophenyl)-1-trityl-1H-indazol-3-yl]piperidine-4-carboxamide CN1CCC(CC1)C(=O)NC1=NN(C2=CC=C(C=C12)C1=C(C(=C(C=C1)F)F)F)C(C1=CC=CC=C1)(C1=CC=CC=C1)C1=CC=CC=C1